Methyl 3-[[4-chloro-6-(2-methyl-1-naphthyl)pyrimidin-2-yl]sulfamoyl]benzoate ClC1=NC(=NC(=C1)C1=C(C=CC2=CC=CC=C12)C)NS(=O)(=O)C=1C=C(C(=O)OC)C=CC1